BrC1=C(NC2=NSC3=C2C=CC=C3)C=CC=C1C1=CC3=C(OCCO3)C=C1 3-(2-Bromo-3-(1,4-benzodioxan-6-yl)anilino)benzisothiazole